3-{9-[methyl-(7H-pyrrolo[2,3-d]pyrimidin-4-yl)-amino]-3-aza-spiro[5.5]undec-3-carbonyl}-benzonitrile CN(C1CCC2(CCN(CC2)C(=O)C=2C=C(C#N)C=CC2)CC1)C=1C2=C(N=CN1)NC=C2